COC1CCC=2C=C(C=NC2C1)N 7-methoxy-5,6,7,8-tetrahydroquinolin-3-amine